ClC1=NC=C(C(=N1)NCCOC)C(=O)N 2-chloro-4-((2-methoxyethyl)amino)pyrimidin-5-carboxamide